4(s)-Cyanomethylimidazole C(#N)CC=1N=CNC1